N-tertiary butyl-3-phenylindole C(C)(C)(C)N1C=C(C2=CC=CC=C12)C1=CC=CC=C1